N1(N=CC=C1)C1=CC=C(C=C1)C=1OC(=C(N1)CC1=CC=C(C=C1)OC1=CC=C(C=C1)F)C 2-(4-(1H-pyrazol-1-yl)phenyl)-4-(4-(4-fluorophenoxy)benzyl)-5-methyloxazole